C(C1=CC=CC=C1)OC(=O)N1C[C@@H](CC1)C=O.ClC=1C(=C(C=CC1F)C(C(=O)NC([2H])([2H])[2H])N(C=1N=NNC1)C1=NC(=CC(=N1)C([2H])([2H])[2H])C(F)(F)F)F (3-chloro-2,4-difluorophenyl)-N-(methyl-d3)-2-((4-(methyl-d3)-6-(trifluoromethyl)pyrimidin-2-yl)(1H-1,2,3-triazol-4-yl)amino)acetamide Benzyl-(R)-3-formylpyrrolidine-1-carboxylate